NC(C(CO)NC(CC1NC(N(C2=CC=CC=C12)CCCN)=O)=O)=O 4-(2-((1-amino-3-hydroxy-1-oxopropan-2-yl)amino)-2-oxoethyl)-1-(3-aminopropyl)-2-oxo-1,2,3,4-tetrahydroquinazolin